2,5-dioxopyrrolidin-1-yl (R)-10-(3-(4-amino-3-(4-phenoxyphenyl)-1H-pyrazolo[3,4-d]pyrimidin-1-yl)piperidin-1-yl)-10-oxodecanoate NC1=C2C(=NC=N1)N(N=C2C2=CC=C(C=C2)OC2=CC=CC=C2)[C@H]2CN(CCC2)C(CCCCCCCCC(=O)ON2C(CCC2=O)=O)=O